ClC=1C=C2C(=CC(=NC2=CC1)C(F)(F)F)N[C@@H]1C[C@@H](CCC1)NC(=O)C=1C=NN(C1)C1CCNCC1 N-((1R,3S)-3-((6-chloro-2-(trifluoromethyl)quinolin-4-yl)amino)cyclohexyl)-1-(piperidin-4-yl)-1H-pyrazole-4-carboxamide